3-(2-Benzimidazolyl)-7-(dipropylamino)-coumarin N1=C(NC2=C1C=CC=C2)C=2C(OC1=CC(=CC=C1C2)N(CCC)CCC)=O